C(C)(C)(C)OC(N[C@H]1CCC2=CC(=CC=C12)NC1=NC(=CC=C1N)N1N=CC=C1)=O.FC=1C=C2C(=CN(C2=CC1)[Si](C(C)C)(C(C)C)C(C)C)CC1CCCC(N1)=O 6-((5-fluoro-1-(triisopropylsilyl)-1H-indol-3-yl)methyl)piperidin-2-one tert-butyl-N-[(1S)-5-{[3-amino-6-(pyrazol-1-yl)pyridin-2-yl]amino}-2,3-dihydro-1H-inden-1-yl]carbamate